(R)-6-chloro-3-((1-(2-cyano-3-(6,7-dihydrothiazolo[4,5-c]pyridin-5(4H)-yl)-7-methylquinoxalin-5-yl)ethyl)amino)picolinic acid ClC1=CC=C(C(=N1)C(=O)O)N[C@H](C)C1=C2N=C(C(=NC2=CC(=C1)C)C#N)N1CC2=C(CC1)SC=N2